Cl.NC[C@H](C1=CC(=CC=C1)Cl)NC(=O)C=1N=CN(C1)C1=NC(=NC=C1C)NC1CC(C1)(F)F (S)-N-(2-Amino-1-(3-chlorophenyl)ethyl)-1-(2-((3,3-difluorocyclobutyl)-amino)-5-methylpyrimidin-4-yl)-1H-imidazole-4-carboxamide hydrochloride salt